2-fluoro-5-(1,2,3,6-tetrahydropyridin-4-yl)benzonitrile hydrochloride Cl.FC1=C(C#N)C=C(C=C1)C=1CCNCC1